BrC=1C=C2C(=NC(N(C2=CC1C1CC1)C1=C(C=CC=C1)Cl)=O)NCC1CC1 6-bromo-1-(2-chlorophenyl)-7-cyclopropyl-4-((cyclopropylmethyl)-amino)-quinazolin-2(1H)-one